2-[4-[(E)-3-[4-(Difluoromethoxy)phenyl]prop-2-enoyl]phenoxy]acetic acid FC(OC1=CC=C(C=C1)/C=C/C(=O)C1=CC=C(OCC(=O)O)C=C1)F